BrC1=CC=C(C=C1)C1=C(C(C=2C(=CN=CC2Cl)O1)=O)O 2-(4-bromophenyl)-5-chloro-3-hydroxy-4H-pyrano[2,3-c]pyridin-4-one